N-(2'-(4,4-difluorocyclohexyl)-3-fluoro-[2,4'-bipyridine]-3'-yl)-2-isopropoxypyrimidine FC1(CCC(CC1)C1=NC=CC(=C1N1C(N=CC=C1)OC(C)C)C1=NC=CC=C1F)F